ClC1=C(N)C=CC(=C1Cl)Cl 2,3,4-trichloroaniline